C[C@H]1CC2(OCC(CO2)C=2N(C=CN2)C)CCN1C(=O)[C@H](CC(C)C)N1C([C@@H](NCC1)CC(C)C)=O (S)-1-[(S)-1-({(S)-8-Methyl-3-(1-methyl-1H-imidazol-2-yl)-1,5-dioxa-9-aza-9-spiro[5.5]undecyl}carbonyl)-3-methylbutyl]-3-isobutyl-2-piperazinone